C1(=CC=CC=C1)N1C(=NN=C1)SCC(=O)NC1=C(C2=C(S1)CCC2)C(=O)N 2-{2-[(4-phenyl-4H-1,2,4-triazol-3-yl)sulfanyl]acetamido}-4H,5H,6H-cyclopenta[b]thiophene-3-carboxamide